CC1(C2(OCCO2)CCC(C1)(C)CNC(OC(C)(C)C)=O)C tert-butyl ((6,6,8-trimethyl-1,4-dioxaspiro[4.5]decan-8-yl)methyl)carbamate